C1(=CC=CC=C1)P1(C(C(C1(C)C)C)(C)C)=O 1-Phenyl-2,2,3,4,4-pentamethyl-phosphetane 1-oxide